methyl-4-{1-[2,6-dichloro-4-(1,1,1,2,3,3,3-heptafluoropropan-2-yl)phenyl]-1H-pyrazole-4-yl}-1H-pyrrole-2-carboxylate COC(=O)C=1NC=C(C1)C=1C=NN(C1)C1=C(C=C(C=C1Cl)C(C(F)(F)F)(C(F)(F)F)F)Cl